C1NCC2C1CN(C2)C(=O)C2=NC(=CC=C2)C2=NC1=C(N2)C=CC=C1 2,3,3a,4,6,6a-hexahydro-1H-pyrrolo[3,4-c]pyrrol-5-yl-[6-(1H-benzimidazole-2-yl)-2-pyridyl]methanone